(2S,5R)-5-(2-chlorophenyl)-1-(2-(cyclopropylmethoxy)-[1,1'-biphenyl]-4-carbonyl)pyrrolidine-2-carboxylic acid ClC1=C(C=CC=C1)[C@H]1CC[C@H](N1C(=O)C1=CC(=C(C=C1)C1=CC=CC=C1)OCC1CC1)C(=O)O